F[C@@H]1[C@@H](C1)C(=O)NC=1C=CC2=C(N=C(O2)C2=CC(=NC=C2)C(=O)O)C1 4-(5-((1S,2s)-2-fluorocyclopropane-1-carboxamido)benzo[d]oxazol-2-yl)picolinic acid